N,N-dihexylethylenediamine C(CCCCC)N(CCN)CCCCCC